(R)-(3-aminopiperidin-1-yl)(2-(1-ethyl-1H-indol-2-yl)-3-methylimidazo[1,2-a]pyridin-7-yl)methanone N[C@H]1CN(CCC1)C(=O)C1=CC=2N(C=C1)C(=C(N2)C=2N(C1=CC=CC=C1C2)CC)C